C(C)C1=C(C2=CC(=CC=C2C=C1O)F)C1=C(C=2N=C(N=C(C2C=N1)N1C[C@](CCC1)(C)O)C(=O)N)F 7-(R-ethyl-7-fluoro-3-hydroxynaphthalen-1-yl)-8-fluoro-4-((R)-3-hydroxy-3-methylpiperidin-1-yl)pyrido[4,3-d]pyrimidine-2-carboxamide